2-(1-methyl-1H-pyrazol-3-ylamino)pyrimidine-5-carboxylic acid CN1N=C(C=C1)NC1=NC=C(C=N1)C(=O)O